CC1=C(C(=O)[O-])C=CC=C1 2-methylbenzoate